ClC=1C=C(C=C2C(=CC=NC12)NCC(C)(C)C)N[C@H](C=1N=NN(C1)C1(CC1)C(F)(F)F)C1=C2C=CC(N(C2=CC=C1)C)=O (S)-8-chloro-6-(((1-methyl-2-oxo-1,2-dihydroquinolin-5-yl)(1-(1-(trifluoromethyl)cyclopropyl)-1H-1,2,3-triazol-4-yl)methyl)amino)-4-(neopentylamino)quinoline